Cl.ClC=1C=CC(=C(C1)C=1N=CN(C(C1)=O)[C@H]1CCCCCNC([C@H]2CNCC(N2C=2C=CC=C1C2)=O)=O)N2N=NC(=C2)Cl (7R,15S)-15-{4-[5-chloro-2-(4-chloro-1H-1,2,3-triazol-1-yl)phenyl]-6-oxo-1,6-dihydropyrimidin-1-yl}-2,5,9-triazatricyclo[14.3.1.02,7]eicosa-1(20),16,18-triene-3,8-dione hydrochloride